4-benzyloxy-5-methyl-2-pent-3-ynyl-pyrazole-3-carbohydrazide C(C1=CC=CC=C1)OC1=C(N(N=C1C)CCC#CC)C(=O)NN